C1CC12CN(CC2)C(C)C2=CC(=NC(=N2)C2CC2)C(=O)NC2=CC(=CC=C2)C2(COC2)CC2=NN=CN2C 6-(1-(5-azaspiro[2.4]heptan-5-yl)ethyl)-2-cyclopropyl-N-(3-(3-((4-methyl-4H-1,2,4-triazol-3-yl)methyl)oxetan-3-yl)phenyl)pyrimidine-4-carboxamide